FC1=C(C=C(C=C1)C1=CC=CC=C1)[C@H](CC(=O)O)NC(=O)NC=1C(N(C=C(C1O)C)C)=O (S)-3-(4-fluorobiphenyl-3-yl)-3-(3-(4-hydroxy-1,5-dimethyl-2-oxo-1,2-dihydropyridin-3-yl)ureido)propanoic acid